4-methyl-benzene-1,3-dicarboxylic acid CC1=C(C=C(C=C1)C(=O)O)C(=O)O